(S)-2-(5-(3-((2-Chloro-5-((5-cyclopropyl-1-methyl-1H-pyrazol-4-yl)ethynyl)pyridin-4-yl)amino)butoxy)-1,3-dimethyl-1H-pyrazol-4-yl)pyrimidin-4-amine ClC1=NC=C(C(=C1)N[C@H](CCOC1=C(C(=NN1C)C)C1=NC=CC(=N1)N)C)C#CC=1C=NN(C1C1CC1)C